C[C@H]1N(CCOC1)C1=NC2=C(N=CC=C2C(=C1)N1CCNCC1)C1=CC=NN1 2-[(3R)-3-methylmorpholin-4-yl]-4-(piperazin-1-yl)-8-(1H-pyrazol-5-yl)-1,7-naphthyridine